FC(C1=NN=C(S1)N1C(N(C2=C1C=C(C=C2)S(=O)(=O)NC2(CC2)CF)CC=2N(N=C(C2)C)C)=O)F 3-[5-(difluoromethyl)-1,3,4-thiadiazol-2-yl]-1-[(2,5-dimethylpyrazol-3-yl)methyl]-N-[1-(fluoromethyl)cyclopropyl]-2-oxo-benzimidazole-5-sulfonamide